The molecule is a carotenol. It has a role as a bacterial metabolite, a cofactor and an antioxidant. It derives from a hydride of a beta-carotene. CC1=C(C(C[C@@H](C1)O)(C)C)/C=C/C(=C/C=C/C(=C/C=C/C=C(/C=C/C=C(/C=C/C2=C(C[C@H](CC2(C)C)O)C)\\C)\\C)/C)/C